3-(4-pyridyl)-D-alanine dihydrochloride Cl.Cl.N1=CC=C(C=C1)C[C@@H](N)C(=O)O